1-(3,5-di-tert-butyl-4-hydroxybenzyl)-3-methylimidazol C(C)(C)(C)C=1C=C(CN2CN(C=C2)C)C=C(C1O)C(C)(C)C